OOOCCCCCCCC trioxaundecan